3-cyclopropyl-4-(4-(cyclopropylsulfonyl)-3-methylphenyl)-1H-pyrazolo[4,3-c]pyridine C1(CC1)C1=NNC2=C1C(=NC=C2)C2=CC(=C(C=C2)S(=O)(=O)C2CC2)C